1,1,1-tris(hydroxyethoxymethyl)propane OCCOCC(CC)(COCCO)COCCO